tert-butyl ((4-fluoro-1-(6-(1-methyl-1H-pyrazol-4-yl)pyrazolo[1,5-a]pyrazin-4-yl)piperidin-4-yl)methyl)carbamate FC1(CCN(CC1)C=1C=2N(C=C(N1)C=1C=NN(C1)C)N=CC2)CNC(OC(C)(C)C)=O